C(C)(C)N1CCN(CC1)P(OC[C@@H]1CN(C[C@@H](O1)N1C(NC(C(=C1)C)=O)=O)C(C1=CC=CC=C1)(C1=CC=CC=C1)C1=CC=CC=C1)(=O)Cl ((2S,6R)-6-(5-methyl-2,4-dioxo-3,4-dihydropyrimidin-1(2H)-yl)-4-tritylmorpholin-2-yl)methyl (4-isopropylpiperazin-1-yl)phosphonochloridate